2-(4-(4-Bromobutyl)phenyl)-3,7-dihydroxy-8-methoxy-4H-chromen-4-one BrCCCCC1=CC=C(C=C1)C=1OC2=C(C(=CC=C2C(C1O)=O)O)OC